6-(difluoromethyl)-4-methylpiperazin-2-one FC(C1CN(CC(N1)=O)C)F